(R)-3-((1,4-dioxan-2-yl)methoxy)-4-nitro-1-((2-(trimethylsilyl)ethoxy)methyl)-1H-pyrazole O1[C@H](COCC1)COC1=NN(C=C1[N+](=O)[O-])COCC[Si](C)(C)C